CN1C(C(=C(C2=CC=CC=C12)N1CCC(CC1)C=1C=NC=CC1)C#N)=O 1-methyl-2-oxo-4-[4-(pyridin-3-yl)piperidin-1-yl]-1,2-dihydroquinoline-3-carbonitrile